C(C)ON1OC2=C(O1)C(=CC(=C2)C(=O)OC)O methyl 2-ethoxy-7-hydroxybenzo[d][1,3]dioxazole-5-carboxylate